5-bromo-6-chloro-2-methylpyrimidine-4-amine BrC=1C(=NC(=NC1Cl)C)N